2-(prop-1-en-2-yl)-N-(1-(3,4,5-trimethoxyphenyl)-1H-imidazol-4-yl)thieno[3,2-d]pyrimidin-4-amine C=C(C)C=1N=C(C2=C(N1)C=CS2)NC=2N=CN(C2)C2=CC(=C(C(=C2)OC)OC)OC